2-sulfathiazole C1=CC(=CC=C1N)S(=O)(=O)NC2=NC=CS2